C(=O)[C@@H]1CN(CCO1)C(=O)OC(C)(C)C tert-butyl (2S)-2-formylmorpholine-4-carboxylate